[Br-].[NH+]=1NN=NC1 tetrazolium bromide salt